4-(3-isopropyl-2-(2-((2,2,2-trifluoroethyl)carbamoyl)pyridin-4-yl)-1H-indol-5-yl)piperidine-1-carboxylic acid tert-butyl ester C(C)(C)(C)OC(=O)N1CCC(CC1)C=1C=C2C(=C(NC2=CC1)C1=CC(=NC=C1)C(NCC(F)(F)F)=O)C(C)C